4-bromo-4'-[(dimethylamino)methyl]-7-methylspiro[1,3-benzodioxole-2,1'-cyclohexane]-6-carboxylic acid BrC1=CC(=C(C=2OC3(CCC(CC3)CN(C)C)OC21)C)C(=O)O